O=C1NC(CCC1N1C(C2=CC=CC(=C2C1)C1=CC(=NC=C1)CNC(OC(C)(C)C)=O)=O)=O tert-butyl ((4-(2-(2,6-dioxopiperidin-3-yl)-1-oxoisoindolin-4-yl)pyridin-2-yl)methyl)carbamate